C(#N)C1=CC=C(C=N1)C1=CC=C2C(=CC=NC2=C1)OC1=CC=C(C=C1)NC(=O)C1(CC1)C(=O)NC1=CC=C(C=C1)F 1-N-[4-[7-(6-cyanopyridin-3-yl)quinolin-4-yl]oxyphenyl]-1-N'-(4-fluorophenyl)cyclopropane-1,1-dicarboxamide